(cis)-3-(5-{2-(6-chloro-3H-spiro[isobenzofuran-1,4'-piperidin]-1'-yl)ethoxy}-7-(trifluoromethyl)-1H-1,3-benzimidazol-1-yl)-1-methylcyclobutanol ClC1=CC=C2COC3(CCN(CC3)CCOC3=CC4=C(N(C=N4)C4CC(C4)(O)C)C(=C3)C(F)(F)F)C2=C1